O1C(CC=CC1)C(N)=S 3,6-dihydro-2H-pyran-2-carbothioic acid amide